C(C)(C)(C)N(P(=O)(N(C(C)(C)C)C(C)(C)C)N(C(C)(C)C)C(C)(C)C)C(C)(C)C hexat-butyl-phosphoramide